NC(CCCC)(CCCC)N Diaminononan